4-chloro-N-hydroxy-2,5-dimethylbenzene-1-sulfonamide ClC1=CC(=C(C=C1C)S(=O)(=O)NO)C